N-([1,1'-biphenyl]-2-yl)-carbamyl-hydrazine C1(=C(C=CC=C1)N(N)C(N)=O)C1=CC=CC=C1